(R)-2-((2,3-dihydro-1H-inden-2-yl)-amino)-N-((S)-2-(dimethylamino)-1-phenylethyl)-6-methyl-5,8-dihydropyrido[3,4-d]pyrimidine-7(6H)-carboxamide C1C(CC2=CC=CC=C12)NC=1N=CC2=C(N1)CN([C@@H](C2)C)C(=O)N[C@H](CN(C)C)C2=CC=CC=C2